(1R,2S,5R)-2-isopropyl-5-methyl-N-(4-((piperidin-4-yloxy)methyl)benzyl)cyclohexanecarboxamide hydrochloride Cl.C(C)(C)[C@H]1[C@@H](C[C@@H](CC1)C)C(=O)NCC1=CC=C(C=C1)COC1CCNCC1